((1,3,7-trimethyl-2,6-dioxo-2,3,6,7-tetrahydro-1H-purin-8-ylsulfanyl)methyl)benzonitrile CN1C(N(C=2N=C(N(C2C1=O)C)SCC1=C(C#N)C=CC=C1)C)=O